CN1C[C@H]2[C@H](OCCN2C2=CC=C(N=N2)C2=C(C=CC=C2C(F)(F)F)O)CC1 2-[6-[(4aS,8aR)-6-methyl-3,4a,5,7,8,8a-hexahydro-2H-pyrido[4,3-b][1,4]oxazin-4-yl]pyridazin-3-yl]-3-(trifluoromethyl)phenol